4-((4-(3-phenylisoxazolidin-2-yl)-5-(trifluoromethyl)pyrimidin-2-yl)amino)benzenesulfonyl fluoride C1(=CC=CC=C1)C1N(OCC1)C1=NC(=NC=C1C(F)(F)F)NC1=CC=C(C=C1)S(=O)(=O)F